methylenebis(isostearamide) C(C(C(=O)N)CCCCCCCCCCCCCC(C)C)C(C(=O)N)CCCCCCCCCCCCCC(C)C